5-bromo-3-(4-(methylsulfonyl)piperazin-1-yl)-pyrazin-2(1H)-one BrC=1N=C(C(NC1)=O)N1CCN(CC1)S(=O)(=O)C